Glyceryl triarachidate CCCCCCCCCCCCCCCCCCCC(=O)OCC(COC(=O)CCCCCCCCCCCCCCCCCCC)OC(=O)CCCCCCCCCCCCCCCCCCC